(RS)-3,3-diethyl-2,3,4,5-tetrahydro-4-hydroxy-7,8-dimethoxy-5-phenyl-1,4-benzothiazepine 1,1-dioxide C(C)C1(CS(C2=C([C@H](N1O)C1=CC=CC=C1)C=C(C(=C2)OC)OC)(=O)=O)CC |r|